4-(9-methyl-2-(5-methyl-1H-benzo[d][1,2,3]triazol-2-yl)-8-(pyridin-4-yl)-9H-purin-6-yl)morpholine CN1C2=NC(=NC(=C2N=C1C1=CC=NC=C1)N1CCOCC1)N1NC2=C(N1)C=CC(=C2)C